ClC1=CC=NC2=CC(=CC=C12)C1=CC(=C(C(=O)N2CCN(CC2)C(C(C)C)=O)C=C1F)C 1-(4-(4-(4-chloroquinolin-7-yl)-5-fluoro-2-methylbenzoyl)piperazin-1-yl)-2-methylpropan-1-one